CNC(=O)C1=CC(=CC=2[C@H](COC21)C2=CC=CC=C2)C(=O)NCCC=2C=NC=CC2 |r| (+/-)-N7-Methyl-3-phenyl-N5-(2-(pyridin-3-yl)ethyl)-2,3-dihydrobenzofuran-5,7-dicarboxamid